CC1C(CCC1(C1=CC=C(C=C1)OC)C)=O 2,3-dimethyl-3-(p-methoxyphenyl)cyclopentan-1-one